3-(((2-aminopyridin-4-yl)methoxy)methyl)oxetan-3-ol NC1=NC=CC(=C1)COCC1(COC1)O